CON=C(C#CC1=CSC=C1)C1=CC=CC=C1 1-phenyl-3-(3-thienyl)prop-2-yn-1-one-O-methyloxime